CS(=O)(=O)C=1C=C(C=NC1)C1=NC(=NC=C1C(F)(F)F)N[C@@H]1CC[C@H](CC1)N(C(OCCOC)=O)C1=NC=C(N=C1)C=1C=NC(=NC1)OC 2-methoxyethyl (trans-4-((4-(5-(methanesulfonyl)pyridin-3-yl)-5-(trifluoromethyl)pyrimidin-2-yl)amino)cyclohexyl)(5-(2-methoxypyrimidin-5-yl)pyrazin-2-yl)carbamate